C(C1=CC=CC=C1)N1C[C@@H](N(CC1)CC(CN1C2=CC=C(C=C2C=2C=C(C=CC12)F)F)O)C 1-((S)-4-benzyl-2-methylpiperazin-1-yl)-3-(3,6-difluoro-9H-carbazol-9-yl)-2-propanol